8-(cyclohexylmethoxy)-4-[(2R)-3-(3,4-dihydro-1H-isoquinolin-2-yl)-2-hydroxy-propyl]-2,3-dihydro-1,4-benzoxazepin-5-one C1(CCCCC1)COC1=CC2=C(C(N(CCO2)C[C@@H](CN2CC3=CC=CC=C3CC2)O)=O)C=C1